CN(C)C1=NC(=C2N=CN(C2=N1)C1OCCC1)NCC1=CC=C(O1)C (Dimethylamino)-6-[(5-methylfurfuryl)amino]-9-(tetrahydrofuran-2-yl)-9H-purine